FC=1C(=C(C=CC1B1OC(C(O1)(C)C)(C)C)CN)C (3-fluoro-2-methyl-4-(4,4,5,5-tetramethyl-1,3,2-dioxaborolan-2-yl)phenyl)methanamine